3-({[(1R)-6-[methyl-(pyridin-4-yl)amino]-1,2,3,4-tetrahydronaphthalen-1-yl]methyl}amino)pyridine-4-carboxylic acid CN(C=1C=C2CCC[C@H](C2=CC1)CNC=1C=NC=CC1C(=O)O)C1=CC=NC=C1